Bocpiperidine 4-fluorophenylmethyl-acetate FC1=CC=C(C=C1)CCC(=O)O.C(=O)(OC(C)(C)C)N1CCCCC1